N-(2-benzoylphenyl)-2-(4-fluorophenoxy)-N-(prop-2-yn-1-yl)acetamide C(C1=CC=CC=C1)(=O)C1=C(C=CC=C1)N(C(COC1=CC=C(C=C1)F)=O)CC#C